CN1CC2(CCN2C2=CC=C(C=C2)N2C=NC(=C2)NC=2N=CC(=NC2)C#N)C1 5-((1-(4-(6-Methyl-1,6-diazaspiro[3.3]heptan-1-yl)phenyl)-1H-imidazol-4-yl)amino)pyrazine-2-carbonitrile